BrC=1C=C2CC(N(C2=CC1)CC=1N=NC=CC1)=O 5-bromo-1-(pyridazin-3-ylmethyl)indolin-2-one